5''-(4'-amino[1,1'-biphenyl]-4-yl)[1,1':4',1'':3'',1''':4''',1''''-quinquephenyl]-4,4'''-diamine NC1=CC=C(C=C1)C1=CC=C(C=C1)C=1C=C(C=C(C1)C1=CC=C(C=C1)C1=CC=C(C=C1)N)C1=CCC(C=C1)(C1=CC=CC=C1)N